5-(4-Methylbenzoylamino)-[1,1'-biphenyl]-3-carboxylic acid CC1=CC=C(C(=O)NC=2C=C(C=C(C2)C2=CC=CC=C2)C(=O)O)C=C1